(S*)-N5-Cyclopropyl-N7,3-dimethyl-3-phenyl-2,3-dihydrobenzofuran-5,7-dicarboxamide C1(CC1)NC(=O)C=1C=C(C2=C([C@@](CO2)(C2=CC=CC=C2)C)C1)C(=O)NC |o1:11|